N-(1-(3-chloro-2-fluorophenyl)-2,2,2-trifluoroethyl)cyclopropanamine ClC=1C(=C(C=CC1)C(C(F)(F)F)NC1CC1)F